FC1=CC(=NN1C)/C=C/N(O)O (E)-2-(5-fluoro-1-methyl-pyrazol-3-yl)-N,N-dihydroxy-ethenamine